(3S)-3-methyl-1-(2-{1-[2-(trifluoromethoxy)phenyl]-1H-pyrazol-4-yl}-1,3-oxazole-4-carbonyl)piperazine C[C@H]1CN(CCN1)C(=O)C=1N=C(OC1)C=1C=NN(C1)C1=C(C=CC=C1)OC(F)(F)F